N-(2,6-dichloro-4'-(methylsulfonyl)-[1,1'-biphenyl]-4-yl)-2-(5-(methylthio)pyridin-2-yl)acetamide ClC1=C(C(=CC(=C1)NC(CC1=NC=C(C=C1)SC)=O)Cl)C1=CC=C(C=C1)S(=O)(=O)C